[Si](C1=CC=CC=C1)(C1=CC=CC=C1)(C(C)(C)C)OC[C@@H]1CO[C@@H](CN1C(=O)OC(C)(C)C)C(NC(C)(C)C1=C(C=C(C(=C1)Cl)Cl)F)=O tert-butyl (2S,5S)-5-(((tert-butyldiphenylsilyl)oxy)methyl)-2-((2-(4,5-dichloro-2-fluorophenyl)propan-2-yl)carbamoyl)morpholine-4-carboxylate